(12R)-6-(benzyloxy)-21-nitro-6,19-bis(trifluoromethyl)-14,23-dioxa-3,4,17,22-tetraazatetracyclo[16.3.1.12,5.012,17]tricosa-1(21),2,4,9,18(22),19-hexaene C(C1=CC=CC=C1)OC1(C2=NN=C(C3=C(C=C(C(N4CCOC[C@H]4CC=CCC1)=N3)C(F)(F)F)[N+](=O)[O-])O2)C(F)(F)F